N1N=C(C2=CC=CC=C12)CN(C(=O)NC1=CC(=C(C=C1)F)Cl)C=1C=NC(=CC1)OC ((1H-indazol-3-yl)methyl)-3-(3-chloro-4-fluorophenyl)-1-(6-methoxypyridin-3-yl)urea